4-(3-amino-4-(piperidin-1-yl)phenyl)-pyrazole-1-carboxylic acid tert-butyl ester C(C)(C)(C)OC(=O)N1N=CC(=C1)C1=CC(=C(C=C1)N1CCCCC1)N